ClC1=NC=CC2=C1C(=CN2)C=2SC=C(N2)CCC2=CC=C(C=C2)C(F)(F)F 2-{4-chloro-1H-pyrrolo[3,2-c]pyridin-3-yl}-4-{2-[4-(trifluoro-methyl)phenyl]ethyl}-1,3-thiazole